C(#C)C=1SC=C(N1)C(=O)N1CCN(CC1)C1=CC=C(C=C1)C1=C2C=NN(C2=CC(=C1)C(=O)OC)C Methyl 4-(4-(4-(2-ethynylthiazole-4-carbonyl)piperazin-1-yl)phenyl)-1-methyl-1H-indazole-6-carboxylate